CC([C@@H](C(N[C@H](C(N[C@H](C=C=O)C[C@H]1C(NCC1)=C=O)=C=O)CC1CCCC1)=C=O)NC(=O)C=1NC2=CC=CC=C2C1)C N-{(S)-3-methyl-1-carbonyl-1-{{(S)-1-carbonyl-1-{{(S)-1-carbonyl-3-[(S)-2-carbonylpyrrolidin-3-yl]propan-2-yl}amino}-3-cyclopentylpropan-2-yl}amino}butan-2-yl}indole-2-carboxamide